COC=1C=C(COC2=CC=CC3=C2C(=NO3)NC=3C=NC=CC3)C=CC1 4-(3-methoxybenzyloxy)-3-(pyridin-3-ylamino)benzo[d]isoxazole